C(C)(C)N1CC2=CC(=C(C=C2CC1)OC)NC=1N=NC(=C(N1)NC1=C(C=CC=C1)C1OCCC1)C(=O)N ((2-isopropyl-6-methoxy-1,2,3,4-tetrahydroisoquinolin-7-yl)amino)-5-((2-(tetrahydrofuran-2-yl)phenyl)amino)-1,2,4-triazine-6-carboxamide